S(=O)(=O)([O-])[O-].[Fe+2].[NH4+] ammonium iron (ii) sulfate